S(=O)(=O)(O)C(C(=O)[O-])(CCC(C)NC1=C(C=C(C=C1)N=[N+]=[N-])[N+](=O)[O-])N1C(CCC1=O)=O sulfosuccinimidyl-5-(4'-azido-2'-nitrophenylamino)hexanoate